S(N)(OC=1C=CC2=C(C[C@H]3CCCN([C@@H]3C2)CCC)C1O)(=O)=O (4aR,10aR)-6-hydroxy-1-propyl-2H,3H,4H,4aH,5H,10H,10aH-benzo[g]quinolin-7-yl sulfamate